C(CC)S(=O)(=O)OC1=CC=CC=2COC(OCC21)C=2N=C(SC2)C2CCN(CC2)C(CN2N=C(C=C2C)C(F)(F)F)=O 4-[4-(6-propylsulfonyloxy-1,5-dihydro-3H-2,4-benzodioxepin-3-yl)-2-thiazolyl]-1-[2-[5-methyl-3-(trifluoromethyl)-1H-pyrazol-1-yl]acetyl]piperidine